Cl.C1NC[C@@H]2CCCC[C@H]12 Cis-perhydroisoindole hydrochloride